N1(C=NC=C1)S(=O)(=O)N=[N+]=[N-] Imidazole-1-sulfonyl azide